(Z)-1-bromo-3,3,3-trifluoropropene Br\C=C/C(F)(F)F